[He].CC1=CC=C(C=C1)P(C1=CC=C(C=C1)C)C1=CC=C(C=C1)C tri(p-methyl-phenyl)phosphine helium